5-ethynyl-6-fluoro-4-[8-fluoro-2-({1-[(4-fluoropiperidin-1-yl)methyl]cyclopropyl}methoxy)-4-[(3R)-3-methylmorpholin-4-yl]pyrido[4,3-d]pyrimidin-7-yl]naphthalen-2-ol C(#C)C1=C2C(=CC(=CC2=CC=C1F)O)C1=C(C=2N=C(N=C(C2C=N1)N1[C@@H](COCC1)C)OCC1(CC1)CN1CCC(CC1)F)F